CN1C=CC2=CC=C(C=C12)C(CC(C(=O)OCC)=O)=O Ethyl 4-(1-methyl-1H-indol-6-yl)-2,4-dioxobutanoate